3-((4-cyclopropyl-1,1,2,2-tetrafluoro-3-oxo-2,3-dihydro-1H-inden-5-yl)oxy)-5-fluorobenzonitrile C1(CC1)C1=C2C(C(C(C2=CC=C1OC=1C=C(C#N)C=C(C1)F)(F)F)(F)F)=O